Sulfanylpyridine SC1=NC=CC=C1